4-bromo-6-chloro-5-methylpyridazin-3(2H)-one BrC=1C(NN=C(C1C)Cl)=O